3-(5-(((1s,3s)-3-(4-(2-(4-((2-(2-oxa-6-azaspiro[3.3]heptane-6-yl)pyrimidin-4-yl)methoxy)phenyl)propan-2-yl)phenoxy)cyclobutyl)amino)-1-oxoisoindoline-2-yl)piperidine C1OCC12CN(C2)C2=NC=CC(=N2)COC2=CC=C(C=C2)C(C)(C)C2=CC=C(OC1CC(C1)NC=1C=C3CN(C(C3=CC1)=O)C1CNCCC1)C=C2